13-bromo-4,6,6-trimethyl-3,5,7-trioxa-6-silatridecane BrCCCCCCO[Si](OC(OCC)C)(C)C